FC(C=1C(=C(C=CC1)[C@@H](C)NC1=NC(=NC2=CC3=C(C=C12)N(C(C(O3)(C)C)=O)C3CNCC3)C)F)F 4-(((R)-1-(3-(difluoromethyl)-2-fluorophenyl)ethyl)amino)-2,8,8-trimethyl-6-(pyrrolidine-3-yl)-6H-[1,4]oxazino[3,2-g]quinazolin-7(8H)-one